CCCCC(CCCCCCCCCCC)(O)O hexadecane-5,5-diol